C(CCCCCCC)P(CCCCCCCC)CCCCCCCC tri-(1-octyl)phosphine